FC(C1(CC1)COC1CCC2(CN(C2)C(=O)N2CC3(C2)NC(COC3)=O)CC1)(F)F 2-[7-[[1-(trifluoromethyl)cyclopropyl]methoxy]-2-azaspiro[3.5]nonane-2-carbonyl]-8-oxa-2,5-diazaspiro[3.5]nonane-6-one